(R)-1-((2'-chloro-5-methoxy-[1,1'-biphenyl]-2-yl)sulfonyl)-4-fluoro-N-((R,Z)-4-(methylsulfonyl)but-3-en-2-yl)azepane-4-carboxamide ClC1=C(C=CC=C1)C1=C(C=CC(=C1)OC)S(=O)(=O)N1CC[C@](CCC1)(C(=O)N[C@H](C)\C=C/S(=O)(=O)C)F